ClC1=CC(=NC=C1)C([C@H](OC(=S)SC)C1CC(C1)NC(OC(C)(C)C)=O)(F)F tert-butyl ((1R,3r)-3-((R)-2-(4-chloropyridin-2-yl)-2,2-difluoro-1-(((methylthio)carbonothioyl)oxy)ethyl)cyclobutyl)carbamate